2,5-diamino-1,3,4-triazole NC=1NC(=NN1)N